C(C)(C)(C)OC(=O)N(CCCCOC1=CC=C(C(=O)O)C=C1)C(=O)OC(C)(C)C 4-[4-[bis(tert-butoxycarbonyl)amino]butoxy]benzoic acid